2-(2-(cyclopropanesulfonamido)pyrimidin-4-yl)-N-(4-(6-ethoxypyrazin-2-yl)-5-fluoro-2-methoxyphenyl)-2-methylpropanamide C1(CC1)S(=O)(=O)NC1=NC=CC(=N1)C(C(=O)NC1=C(C=C(C(=C1)F)C1=NC(=CN=C1)OCC)OC)(C)C